bis(8-oxo-8-(pentadecan-7-yloxy)octyl) 2-(((2-(4-methylpiperazin-1-yl)ethoxy)carbonyl)oxy)pentanedioate CN1CCN(CC1)CCOC(=O)OC(C(=O)OCCCCCCCC(OC(CCCCCC)CCCCCCCC)=O)CCC(=O)OCCCCCCCC(OC(CCCCCC)CCCCCCCC)=O